C(=O)C1=C(C2=CC=CC=C2C=C1)C(C=CC(=O)[O-])=CC1=C(C=CC=C1)C 4-(2-formylnaphthalen-1-yl)-5-(2-methylphenyl)-2,4-pentadienoate